COC1=C2C=C(N(C2=C(C=C1)OC)C)C(=O)N[C@@H](CC1=CC=CC=C1)C(=O)O N-[(4,7-dimethoxy-1-methyl-1H-indol-2-yl)carbonyl]-L-phenylalanine